FC(C1=CC(=NC=N1)N1N=CC(=C1)S(=O)(=O)Cl)(F)F 1-(6-(TRIFLUOROMETHYL)PYRIMIDIN-4-YL)-PYRAZOLE-4-SULFONYL CHLORIDE